5,8-Dihydropyrido[3,4-d]pyrimidine-2,7(6H)-dicarboxylic acid 7-(tert-butyl) 2-methyl ester COC(=O)C=1N=CC2=C(N1)CN(CC2)C(=O)OC(C)(C)C